methyl 4-[(1S)-1-[(2,5,6-trimethylpyrimidin-4-yl)amino]ethyl]benzoate CC1=NC(=C(C(=N1)N[C@@H](C)C1=CC=C(C(=O)OC)C=C1)C)C